6-(2,5-diazabicyclo[4.1.0]heptan-2-yl)-8-methyl-2-[4-(4-methylpiperazin-1-yl)anilino]pyrido[2,3-d]pyrimidin-7-one C12N(CCNC2C1)C1=CC2=C(N=C(N=C2)NC2=CC=C(C=C2)N2CCN(CC2)C)N(C1=O)C